COC=1C=C2CCN(CC2=CC1OC)C(\C=C\C1=C(N=C2N1C=CC=C2)C2=CC=CC=C2)=O (E)-1-(6,7-dimethoxy-3,4-dihydroisoquinolin-2(1H)-yl)-3-(2-phenylimidazo[1,2-a]pyridin-3-yl)prop-2-en-1-one